C(C)OC(=O)[C@@H]1CC=C[C@H](C1)N1C(C2=CC=CC=C2C1=O)=O.ClC1=C(C=CC=C1)C(CN1N=CN=N1)=O 1-(2-chlorophenyl)-2-(1,2,3,4-tetrazole-2-yl)ethane-1-one ethyl-(1R,5S)-5-(1,3-dioxoisoindolin-2-yl)cyclohex-3-ene-1-carboxylate